BrC1=C(C=C2C=CNC(C2=C1)=O)OC 7-bromo-6-methoxy-2H-isoquinolin-1-one